4-(3-bromo-4-fluorobenzyl)-6,7-dimethoxyphthalazin-1(2H)-one BrC=1C=C(CC2=NNC(C3=CC(=C(C=C23)OC)OC)=O)C=CC1F